C(CCCCCCCCCCC)C1=CC=C(C=C1)N1C=NC2=CC=CC=C2C1=O 3-(4-dodecylphenyl)quinazolin-4(3H)-one